N-[6-[2-(6-tert-butyl-8-fluoro-1-oxo-phthalazin-2-yl)-3-(hydroxymethyl)-4-pyridinyl]-4-methyl-3-oxo-pyrazin-2-yl]-2-fluoro-cyclopropanecarboxamide C(C)(C)(C)C=1C=C2C=NN(C(C2=C(C1)F)=O)C1=NC=CC(=C1CO)C1=CN(C(C(=N1)NC(=O)C1C(C1)F)=O)C